methyl (1S,2S)-2-(((6-(5-(((benzyloxy)carbonyl)amino)-1-methyl-1H-1,2,3-triazol-4-yl)-2-methylpyridin-3-yl)oxy)methyl)cyclohexane-1-carboxylate C(C1=CC=CC=C1)OC(=O)NC1=C(N=NN1C)C1=CC=C(C(=N1)C)OC[C@@H]1[C@H](CCCC1)C(=O)OC